C(C(O)CO)C(C(=O)OC(COC(CCCCCCCCCCCCCCCCC)=O)CO)CCCCCCCCCCCCCCCC glycerol monostearate (glyceryl-stearate)